Ethyl 3-(5-fluoropyridin-3-yl)-3-oxopropanoate FC=1C=C(C=NC1)C(CC(=O)OCC)=O